tert-butyl (4-(1-(4-methylbenzoyl)-5-(pyridin-2-yl)-4,5-dihydro-1H-pyrazol-3-yl)phenyl)carbamate CC1=CC=C(C(=O)N2N=C(CC2C2=NC=CC=C2)C2=CC=C(C=C2)NC(OC(C)(C)C)=O)C=C1